9-(6-((cyclopropylmethyl)(methyl)amino)pyridin-3-yl)-6,7-dimethoxynaphtho[2,3]furan C1(CC1)CN(C1=CC=C(C=N1)C1=C2C=C(C(=CC2=CC=2C=COC21)OC)OC)C